tert-butyl (S)-4-(6,7-dichloro-1-(5-isopropyl-3-methylisoxazol-4-yl)-2-oxo-1,2-dihydropyrido[2,3-d]pyrimidin-4-yl)-3-methylpiperazine-1-carboxylate ClC1=CC2=C(N(C(N=C2N2[C@H](CN(CC2)C(=O)OC(C)(C)C)C)=O)C=2C(=NOC2C(C)C)C)N=C1Cl